C[C@@]12CCC=3N=C(SC3C2=CC[C@H]2[C@H]3[C@](CC[C@H]12)(C(CC3)O)C)C3=C(C=CC=C3)C (5aR,5bS,7aS,10aS,10bR)-5a,7a-dimethyl-2-(2-methylphenyl)-5,5a,5b,6,7,7a,8,9,10,10a,10b,11-dodecahydro-4H-cyclopenta[7,8]phenanthro[2,1-d]thiazol-8-ol